N-(1,5-dimethyl-1H-pyrazol-3-yl)-5-methyl-4-(7-nitro-1H-indol-3-yl)pyrimidin-2-amine CN1N=C(C=C1C)NC1=NC=C(C(=N1)C1=CNC2=C(C=CC=C12)[N+](=O)[O-])C